ClC=1C=C(C=CC1)[C@@H]1[C@H](C1)C(=O)NC1=NC=CC(=C1)NCC=1N=C2N(C=C(C=C2C2CN(C2)C(=O)OC(C)(C)C)C2CC2)C1 tert-butyl 3-(2-(((2-((1S,2S)-2-(3-chlorophenyl)cyclopropane-1-carboxamido)pyridin-4-yl)amino)methyl)-6-cyclopropylimidazo[1,2-a]pyridin-8-yl)azetidine-1-carboxylate